C1(=CC=CC=C1)C=1C(NC2=CC=CC=C2C1)=O phenyl-quinolone